2-Methoxy-3,5-bis(phenylethynyl)phenyl methyl carbonate C(OC1=C(C(=CC(=C1)C#CC1=CC=CC=C1)C#CC1=CC=CC=C1)OC)(OC)=O